N-butyl-amide C(CCC)[NH-]